[Si](C)(C)(C(C)(C)C)OC[C@@H]1[C@@H](C1)N(C(OCC1=CC=CC=C1)=O)C benzyl N-[(1R,2S)-2-{[(tert-butyldimethylsilyl)oxy]methyl}cyclopropyl]-N-methylcarbamate